C(C1=CC=CC=C1)(=O)ON=C(C(=O)C1=CC=C(C=C1)SC1=CC=CC=C1)CC1CCCC1 N-benzoyloxy-1-(4-phenylsulfanyl-phenyl)-3-cyclopentylpropane-1-one-2-imine